7-[1-(3-Chlorophenyl)-3-(cyclopropylmethylcarbamoyl)-7-oxo-4,5-dihydropyrazolo[3,4-c]pyridin-6-yl]-3,4-dihydro-1H-2,6-naphthyridine-2-carboxylic acid tert-butyl ester C(C)(C)(C)OC(=O)N1CC2=CC(=NC=C2CC1)N1C(C2=C(CC1)C(=NN2C2=CC(=CC=C2)Cl)C(NCC2CC2)=O)=O